ClC1=CC=C(C[C@H]2CO[C@H](CN2C2CCC(CC2)C2=NN(C(=C2)C)C)CS(=O)(=O)CC)C=C1 (2R,5S)-5-(4-Chlorobenzyl)-4-(4-(1,5-dimethyl-1H-pyrazol-3-yl)cyclohexyl)-2-((ethylsulfonyl)methyl)morpholin